magnesium bis((perfluorobutyl)sulfonyl)amide FC(C(C(C(F)(F)F)(F)F)(F)F)(S(=O)(=O)[N-]S(=O)(=O)C(C(C(C(F)(F)F)(F)F)(F)F)(F)F)F.[Mg+2].FC(C(C(C(F)(F)F)(F)F)(F)F)(F)S(=O)(=O)[N-]S(=O)(=O)C(C(C(C(F)(F)F)(F)F)(F)F)(F)F